tert-Butyl 2-acrylamido-3-(5-fluorobenzo[d]thiazol-2-yl)-7-methyl-4,7-dihydrothieno[2,3-c]pyridine-6(5H)-carboxylate C(C=C)(=O)NC1=C(C2=C(C(N(CC2)C(=O)OC(C)(C)C)C)S1)C=1SC2=C(N1)C=C(C=C2)F